C(C)(C)C1=C(C=CC=C1)N 2-isopropylphenylamine